8-(piperazin-1-yl)octane-1-amine N1(CCNCC1)CCCCCCCCN